2-{[1,3-dimethyl-7-(4-methylpiperazin-1-yl)-2,4-dioxo-1,2,3,4-tetrahydropyrido[2,3-d]pyrimidin-5-yl]amino}acetamide CN1C(N(C(C2=C1N=C(C=C2NCC(=O)N)N2CCN(CC2)C)=O)C)=O